C12(CC1)COC1=C2C(=CC=C1)OC1=CC=C(C=N1)N 6-spiro[2H-benzofuran-3,1'-cyclopropan]-4-yloxypyridin-3-amine